ClC1=C(NS(=O)(=O)C2=NN3C(=NC(=CC3=N2)F)OCC)C(=CC=C1)Cl 2',6'-dichloro-5-ethoxy-7-fluoro[1,2,4]triazolo[1,5-c]pyrimidine-2-sulfonanilide